C(=O)O.FC(OC1=C(C=CC(=C1)C(F)(F)F)C1=NN=C(C2=CC=CC=C12)N[C@H]1CN(CCC1)C)F 4-[2-(difluoromethoxy)-4-(trifluoromethyl)phenyl]-N-[(3R)-1-methylpiperidin-3-yl]phthalazin-1-amine formate